(R)-oxiran-2-ylmethyl 4-methylbenzenesulfonate CC1=CC=C(C=C1)S(=O)(=O)OC[C@@H]1OC1